(S)-1-((1S,2R,4R)-2-Amino-4-(tert-butylamino)cyclohexyl)-3-((6-(trifluoromethyl)quinazolin-4-yl)amino)pyrrolidin-2-one N[C@H]1[C@H](CC[C@H](C1)NC(C)(C)C)N1C([C@H](CC1)NC1=NC=NC2=CC=C(C=C12)C(F)(F)F)=O